N1=CC(=C2N1C=C1C(N[C@@H]3[C@H](O1)CCC3)=N2)C(=O)OCC ethyl (5aS,8aR)-5,5a,6,7,8,8a-hexahydrocyclopenta[b]pyrazolo[1',5':1,2]pyrimido[4,5-e][1,4]oxazine-3-carboxylate